5-((4-(3-(1,1-dioxido-4-oxo-1,2,5-thiadiazolidin-2-yl)-2-fluoro-4-hydroxyphenyl)-1H-pyrazol-1-yl)methyl)-2-fluorobenzonitrile O=S1(N(CC(N1)=O)C=1C(=C(C=CC1O)C=1C=NN(C1)CC=1C=CC(=C(C#N)C1)F)F)=O